benzyl (4-(8-amino-1-(4-((4-(trifluoromethyl)pyridin-2-yl)carbamoyl)phenyl)imidazo[1,5-a]pyrazin-3-yl)bicyclo[2.2.1]heptan-1-yl)carbamate NC=1C=2N(C=CN1)C(=NC2C2=CC=C(C=C2)C(NC2=NC=CC(=C2)C(F)(F)F)=O)C21CCC(CC2)(C1)NC(OCC1=CC=CC=C1)=O